(5S)-5-phenyl-N-[(3S)-6,8-difluoro-4-oxo-3,5-dihydro-2H-1,5-benzoxazepine-3-yl]-6,7-dihydro-5H-pyrrolo[1,2-b][1,2,4]Triazole-2-carboxamide C1(=CC=CC=C1)[C@@H]1CCC=2N1N=C(N2)C(=O)N[C@H]2COC1=C(NC2=O)C(=CC(=C1)F)F